NC=1C(=NC=C(N1)N1CCC2(CC1)OC1=C([C@H]2N)C=CC=C1)SC1=C(C(=NC=C1)N1CC(C1)C(C)(C)O)Cl (R)-2-(1-(4-(3-amino-5-(3-amino-3H-spiro[benzofuran-2,4'-piperidin]-1'-yl)pyrazin-2-ylsulfanyl)-3-chloropyridin-2-yl)azetidin-3-yl)propan-2-ol